NC1=CC=C(C=C1)CC1CCN(CC1)C1=CC=C(NC2C(NC(CC2)=O)=O)C=C1 3-[4-[4-[(4-aminophenyl)methyl]-1-piperidinyl]anilino]piperidine-2,6-dione